NC1=CC=C(C=C1)N1CCN(CC1)C1CN(C1)C=1C=C2C(N(C(C2=CC1)=O)C1C(NC(CC1)=O)=O)=O 5-(3-(4-(4-aminophenyl)piperazin-1-yl)azetidin-1-yl)-2-(2,6-dioxopiperidin-3-yl)isoindoline-1,3-dione